tert-Butyl 4-(1,1-dioxido-2,3-dihydrobenzo[b]thiophen-5-yl)-3,6-dihydropyridine-1(2H)-carboxylate O=S1(C2=C(CC1)C=C(C=C2)C=2CCN(CC2)C(=O)OC(C)(C)C)=O